NC1=NN2C(C=C(C=C2)C=2C(=C(C(=O)NC[C@@H]([C@@](C)(O)C3=CC=C(C=C3)F)F)C(=CC2)C([2H])([2H])[2H])F)=N1 3-(2-amino-[1,2,4]triazolo[1,5-a]pyridin-7-yl)-2-fluoro-N-((2S,3S)-2-fluoro-3-(4-fluorophenyl)-3-hydroxybutyl)-6-(methyl-d3)benzamide